6,6''-(6-phenyl-1,3,5-triazine-2,4-diyl)bis(9-(pyridin-3-yl)-9H-3,9'-bicarbazole) C1(=CC=CC=C1)C1=NC(=NC(=N1)C=1C=C2C=3C=C(C=CC3N(C2=CC1)C=1C=NC=CC1)N1C2=CC=CC=C2C=2C=CC=CC12)C=1C=C2C=3C=C(C=CC3N(C2=CC1)C=1C=NC=CC1)N1C2=CC=CC=C2C=2C=CC=CC12